(4-amino-1-methyl-1H-pyrazolo[4,3-c][1,7]naphthyridin-8-yl)((3S)-3-(4-(trifluoromethyl)phenyl)-4-morpholinyl)methanone NC1=NC=2C=NC(=CC2C2=C1C=NN2C)C(=O)N2[C@H](COCC2)C2=CC=C(C=C2)C(F)(F)F